1-ethylbutyl chloroformate ClC(=O)OC(CCC)CC